methyl 3-(3-acetylphenyl)-2-{[(1,2,3,5,6,7-hexahydro-s-indacen-4-yl)carbamoyl]amino}propanoate C(C)(=O)C=1C=C(C=CC1)CC(C(=O)OC)NC(NC1=C2CCCC2=CC=2CCCC12)=O